Cl.FC1=C(C=CC(=C1)F)N1N=NC(=C1)C(=O)NCC1CCN(CC1)C\C=C\C1=CC=CC=C1 1-(2,4-difluorophenyl)-N-({1-[(2E)-3-phenylprop-2-en-1-yl]piperidin-4-yl}methyl)-1H-1,2,3-triazole-4-carboxamide hydrochloric acid salt